2-(azetidin-1-yl)-4-(4-(1,1-difluoro-2-hydroxyethoxy)phenyl)-6-((pyridin-3-ylmethyl)thio)pyridine-3,5-dicarbonitrile N1(CCC1)C1=NC(=C(C(=C1C#N)C1=CC=C(C=C1)OC(CO)(F)F)C#N)SCC=1C=NC=CC1